FC1=C(CN2C(N([C@H](C3=CC=C(C=C23)C(=O)NCC2=C(C=C(C=C2F)F)F)C)C)=O)C=C(C=C1)O (S)-1-(2-fluoro-5-hydroxybenzyl)-3,4-dimethyl-2-oxo-N-(2,4,6-trifluorobenzyl)-1,2,3,4-tetrahydro-quinazoline-7-carboxamide